aminocetylsilane N[SiH2]CCCCCCCCCCCCCCCC